1-tert-butyl 2-ethyl (2S,5R)-5-(2,3-dichloro-6-methoxyphenyl)pyrrolidine-1,2-dicarboxylate ClC1=C(C(=CC=C1Cl)OC)[C@H]1CC[C@H](N1C(=O)OC(C)(C)C)C(=O)OCC